C(C)(=O)N(C1=C(C=NN1C1=C(C=C(C=C1)F)F)C(=O)OCC)CCCC1=CC=CC=C1 ethyl 5-[acetyl(3-phenylpropyl)amino]-1-(2,4-difluorophenyl)pyrazole-4-carboxylate